C(\C=C/C(=O)O)(=O)O.C(\C=C/C(=O)O)(=O)O.ClC=1C=CC2=C(N(C3=C(CC2)C=CC=C3)CCCCNC/C=C/C(=O)NOC3CCNCC3)C1 (E)-4-[4-(3-chloro-10,11-dihydro-5H-dibenzo[b,f]azepin-5-yl)butylamino]-N-(4-piperidyloxy)-but-2-enamide dimaleate